tert-butyl 4-(4-((4-([1,2,4]triazolo[1,5-a]pyridin-7-yloxy)-3-methylphenyl)amino) imidazo[5,1-f][1,2,4]triazin-5-yl)piperidine-1-carboxylate N=1C=NN2C1C=C(C=C2)OC2=C(C=C(C=C2)NC2=NC=NN1C2=C(N=C1)C1CCN(CC1)C(=O)OC(C)(C)C)C